2'-{[5-(3-cyclopropyl-1,2,4-oxadiazol-5-yl)-4-{[(1S)-2-hydroxy-1-phenylethyl]amino}pyridin-2-yl]amino}-5'H-spiro[cyclopentane-1,7'-furo[3,4-b]pyridine]-5'-one C1(CC1)C1=NOC(=N1)C=1C(=CC(=NC1)NC1=CC=C2C(=N1)C1(OC2=O)CCCC1)N[C@H](CO)C1=CC=CC=C1